1-(propan-2-yl)-5-[3-(1H-pyrazol-4-yl)-1,2,4-oxadiazol-5-yl]-1H-1,2,3-benzotriazole CC(C)N1N=NC2=C1C=CC(=C2)C2=NC(=NO2)C=2C=NNC2